[N+](=O)([O-])C=1N=C2OC[C@H](CN2C1)NCC1=CC=C(C=C1)OC(F)(F)F ((S)-2-nitro-6,7-dihydro-5H-imidazo[2,1-b][1,3]oxazin-6-yl)-(4-trifluoromethoxybenzyl)amine